N-(1-methyl-4-piperidyl)-2-amino-6-[3-(4-mesyl-2-anisidino)-1-propynyl]-1-(2,2,2-trifluoroethyl)-1H-1,3-benzimidazole-4-carboxamide CN1CCC(CC1)NC(=O)C1=CC(=CC=2N(C(=NC21)N)CC(F)(F)F)C#CCNC=2C(OC)=CC=C(C2)S(=O)(=O)C